4,5-diamino-1-ethyl-3-methyl-pyrazole NC=1C(=NN(C1N)CC)C